C1(=CC(=CC=C1)C1=NN(C=C1)CC=1C=CC(=NC1)C(=O)N)C1=CC=CC=C1 5-((3-([1,1'-biphenyl]-3-yl)-1H-pyrazol-1-yl)methyl)picolinamide